Cl.ClC1=C(C=CC=C1)C=1OC2=C(C(C1[C@H]1[C@@H](N(CC1)C)CO)=O)C(=CC(=C2)O)O 2-(2-Chlorophenyl)-5,7-dihydroxy[(2R,3S)-2-(hydroxymethyl)-1-methyl-3-pyrrolidinyl]-4H-1-benzopyran-4-one, hydrochloride